N-[(4-ethylphenyl)methylene]Aniline C(C)C1=CC=C(C=C1)C=NC1=CC=CC=C1